FC1=C2C=NN(C2=C(C(=C1)OCOC)F)C1=CC=C(C=C1)C1=CC(=CC=C1)OC 4,7-difluoro-1-(3'-methoxy-[1,1'-biphenyl]-4-yl)-6-(methoxymethoxy)-1H-indazole